ClC=1C(=CC(=C(C(=O)NS(=O)(=O)C2=C(C=CC=C2)OC)C1)F)OCC1CCCC1 5-chloro-4-(cyclopentylmethoxy)-2-fluoro-N-((2-methoxyphenyl)sulfonyl)benzamide